N-{2-fluoro-3-[6-(4-fluoro-3-hydroxyphenoxy)pyridin-2-yl]phenyl}cyclopropanesulfonamide tert-butyl-(R)-3-(4-bromo-1H-indol-1-yl)piperidine-1-carboxylate C(C)(C)(C)OC(=O)N1C[C@@H](CCC1)N1C=CC2=C(C=CC=C12)Br.FC1=C(C=CC=C1C1=NC(=CC=C1)OC1=CC(=C(C=C1)F)O)NS(=O)(=O)C1CC1